OC=1C(=CC2=CC=CC=C2C1)C(=O)NC1=CC(=CC=C1)[N+](=O)[O-] 3-hydroxy-3'-nitro-2-naphthoanilide